1-((R)-1-(1H-imidazol-4-yl)ethyl)-4-((R)-3-hydroxypyrrolidin-1-yl)-7-(trifluoromethyl)quinazolin-2(1H)-one N1C=NC(=C1)[C@@H](C)N1C(N=C(C2=CC=C(C=C12)C(F)(F)F)N1C[C@@H](CC1)O)=O